2,3-di(tetradecyloxy)propyl-(2-hydroxyethyl)-Dimethylammonium C(CCCCCCCCCCCCC)OC(C[N+](C)(C)CCO)COCCCCCCCCCCCCCC